C(C)[C@H]1C(N(C(N1)=O)C1=NC=C(N=C1)OC1=CC=C(C2=C1C1(CC1)CO2)C)=O (5S)-5-Ethyl-3-[5-(7-methylspiro[2H-benzofuran-3,1'-cyclopropan]-4-yl)oxypyrazin-2-yl]imidazolidin-2,4-dion